(S)-1-(4-bromophenyl)-2,2,2-trifluoroethane BrC1=CC=C(C=C1)CC(F)(F)F